C[C@]1(C(NCCC1)=O)C=1OC(=NN1)C=1C(=NC=CC1)NC1=CC=C(C=C1)S(F)(F)(F)(F)F (3R)-3-methyl-3-[5-[2-[4-(pentafluoro-lambda6-sulfanyl)anilino]-3-pyridyl]-1,3,4-oxadiazol-2-yl]piperidin-2-one